tert-butyl 2-(3-chloro-2-fluorophenyl)-3-(3-methyl-1-{[2-(trimethylsilyl)ethoxy]methyl}-1H-pyrrolo[2,3-b]pyridin-4-yl)-6,7-dihydropyrazolo[1,5-a]pyrazine-5(4H)-carboxylate ClC=1C(=C(C=CC1)C1=NN2C(CN(CC2)C(=O)OC(C)(C)C)=C1C1=C2C(=NC=C1)N(C=C2C)COCC[Si](C)(C)C)F